N=1C=CC2=CCCCC12 5,7-dihydro-indole